NC1=C(C(=O)O)C=C(C=C1)CNS(=O)(=O)C 2-amino-5-(methylsulfonylaminomethyl)benzoic acid